tert-butyl 3-(1-[4-(2-hydroxyethyl)phenyl]cyclopropyl(methyl)carbamoyl)-4H,5H,6H,7H-pyrazolo[1,5-a]pyrazine-5-carboxylate OCCC1=CC=C(C=C1)C1(CC1)N(C(=O)C=1C=NN2C1CN(CC2)C(=O)OC(C)(C)C)C